O1CCCC2=CC=CC=C12 (4S)-3,4-dihydro-2H-chromen